(R)-3-((1,4-dioxan-2-yl)methoxy)-5-bromo-1-((2-(trimethylsilyl)ethoxy)methyl)-1H-pyrazolo[3,4-b]pyridine O1[C@H](COCC1)COC1=NN(C2=NC=C(C=C21)Br)COCC[Si](C)(C)C